N-((1-((4-Bromo-3-fluorophenyl)sulfonyl)piperidin-4-yl)methyl)-2-chloroacetamide BrC1=C(C=C(C=C1)S(=O)(=O)N1CCC(CC1)CNC(CCl)=O)F